BrC1=CC=C(C(=N1)NC(C)(C)C)CC 6-bromo-N-(tert-butyl)-3-ethylpyridin-2-amine